N-((1S,2R)-1-Amino-2,3-dihydro-1H-inden-2-yl)-4-(1H-pyrrolo[2,3-b]pyridin-4-yl)-3,4-dihydro-2H-1,4-thiazine-6-carboxamide hydrochloride Cl.N[C@@H]1[C@@H](CC2=CC=CC=C12)NC(=O)C1=CN(CCS1)C1=C2C(=NC=C1)NC=C2